C1(=COC=2C1=CC=C1C2C=CC2=CC=CC=C21)C2=CC=CC1=CC3=CC=CC=C3C=C21 (naphthobenzofuranyl)anthracene